CC12CC(C1)(C2)N 3-methylbicyclo[1.1.1]pentan-1-amine